cyanomethyl-methyl-(4-pyridyl)dithiourethane C(#N)CC(SC(N(C1=CC=NC=C1)C)=S)C